ClC1=CC2=C(N=CN=C2NC2=C(C=C(C(=C2)C)OC2=CC=3N(C=C2)N=CN3)F)C=N1 6-chloro-N-(2-fluoro-5-methyl-4-{[1,2,4]triazolo[1,5-a]pyridin-7-yloxy}phenyl)pyrido[3,4-d]pyrimidin-4-amine